(2S,4S)-4-Acetylamino-1-((R)-2-amino-4-phenyl-butyryl)-pyrrolidine-2-carboxylic acid (1-methyl-1H-benzotriazol-5-ylmethyl)-amide CN1N=NC2=C1C=CC(=C2)CNC(=O)[C@H]2N(C[C@H](C2)NC(C)=O)C([C@@H](CCC2=CC=CC=C2)N)=O